1,3-dioxolane-2-formaldehyde O1C(OCC1)C=O